COCCOC=1C=C(CN(C=2OC=C(N2)C(=O)OCC)CC2=CC(=CC=C2)OCCOC)C=CC1 ethyl 2-(bis(3-(2-methoxy ethoxy)benzyl)amino)oxazole-4-carboxylate